(Z)-N-hydroxy-8-(4-(2-methoxybenzylidene)-2,5-dioxoimidazolidin-1-yl)octanamide ONC(CCCCCCCN1C(N\C(\C1=O)=C/C1=C(C=CC=C1)OC)=O)=O